ClC1=CC=C(OC2=CC=C(C=C2)C=2N=NN(N2)C[C@@H](CO)NC(OC(C)(C)C)=O)C=C1 tert-Butyl (S)-(1-(5-(4-(4-chlorophenoxy)phenyl)-2H-tetrazol-2-yl)-3-hydroxypropan-2-yl)carbamate